BrC(C(=O)NC1=NC=C(C=C1)C1=CC=CC=C1)C 2-bromo-N-(5-phenylpyridin-2-yl)propanamide